2-(11-(2-amino-2-oxoethyl)-1,4,8,11-tetraazabicyclo[6.6.2]hexadecan-4-yl)acetic acid NC(CN1CCN2CCCN(CCN(CCC1)CC2)CC(=O)O)=O